5-(3H-[1,2,3]Triazolo[4,5-b]pyridin-5-yl)-2-fluoro-N-(4-(prop-2-yn-1-yloxy)phenyl)benzamide N1=NNC2=NC(=CC=C21)C=2C=CC(=C(C(=O)NC1=CC=C(C=C1)OCC#C)C2)F